NC1=C2C(=NC=N1)N(N=C2C2=CC=C(C=C2)OC2=CC=CC=C2)C2CCN(CC2)CC2CCN(CC2)C(=O)[O-] 4-((4-(4-amino-3-(4-phenoxyphenyl)-1H-pyrazolo[3,4-d]pyrimidin-1-yl)piperidin-1-yl)methyl)piperidine-1-carboxylate